B([O-])([O-])[O-].ClC=1C=C(C=CC1C)C(CCC([N+](CCCC)(CCCC)CCCC)CCCCCC)(C1=CC(=C(C=C1)C)Cl)C1=CC(=C(C=C1)C)Cl.ClC=1C=C(C=CC1C)C(CCC(CCCCCC)[N+](CCCC)(CCCC)CCCC)(C1=CC(=C(C=C1)C)Cl)C1=CC(=C(C=C1)C)Cl.ClC=1C=C(C=CC1C)C(CCC(CCCCCC)[N+](CCCC)(CCCC)CCCC)(C1=CC(=C(C=C1)C)Cl)C1=CC(=C(C=C1)C)Cl tris(3-chloro-4-methylphenyl)-hexyltetrabutylammonium borate